L-leucine boronate B(O)O.N[C@@H](CC(C)C)C(=O)O